ethyl-6-{2-[9-(dimethylamino)octadecyl]cyclopropyl}hexanoate C(C)OC(CCCCCC1C(C1)CCCCCCCCC(CCCCCCCCC)N(C)C)=O